BrC1=C(C=C(C=C1)C(=O)N1CC(S(CC1)(=O)=O)C=1OC=NN1)Cl (4-bromo-3-chloro-phenyl)-[2-(1,3,4-oxadiazol-2-yl)-1,1-dioxo-1,4-thiazinan-4-yl]methanone